N1CCC(CC1)C1=NC=2CCN=CC2C=C1 2-(piperidin-4-yl)-7,8-dihydro-1,6-naphthyridin